ClC1=CC=C(C=C1)C1=C(CCC(C1)(C)C)CN1CCN(CC1)C1=CC(=C(C=C1)S(=O)(=O)NC(C1=CC(=CC(=C1)[N+](=O)[O-])COC)=O)OC=1C=C2C(=NC1)NC=C2 N-[4-[4-[[2-(4-chlorophenyl)-4,4-dimethylcyclohexen-1-yl]methyl]piperazin-1-yl]-2-(1H-pyrrolo[2,3-b]pyridin-5-yloxy)phenyl]sulfonyl-3-(methoxymethyl)-5-nitrobenzamide